3-(4,4-dimethyl-1-oxo-1,2,3,4-tetrahydroisoquinolin-6-yl)-N-(1-(piperidin-4-yl)-1H-pyrazol-4-yl)-1H-pyrrolo[2,3-b]pyridine-5-carboxamide CC1(CNC(C2=CC=C(C=C12)C1=CNC2=NC=C(C=C21)C(=O)NC=2C=NN(C2)C2CCNCC2)=O)C